Cl[C@H](C)C=1N=C(OC1)[C@@]1(C[C@H](CC1)NS(=O)(=O)C)CC=1C=C(C(=CC1)F)C1=C(C(=CC=C1)F)O N-((1S,3R)-3-(4-((R)-1-chloroethyl)oxazol-2-yl)-3-((3',6-difluoro-2'-hydroxy-[1,1'-biphenyl]-3-yl)methyl)cyclopentyl)methanesulfonamide